1-ethyl-3-methylimidazolium chlorate Cl(=O)(=O)[O-].C(C)N1C=[N+](C=C1)C